7-bromo-2-chloro-5-methoxy-3-methylquinoline BrC1=CC(=C2C=C(C(=NC2=C1)Cl)C)OC